3-((4-cyanobenzyl)carbamoyl)-1-methyl-7-oxo-1,4,5,7-tetrahydro-6H-pyrazolo[3,4-c]pyridin C(#N)C1=CC=C(CNC(=O)C2=NN(C=3C(NCCC32)=O)C)C=C1